ClC1=C(C=CC=C1B1OC(C(O1)(C)C)(C)C)NC(C1=NC=C(C=C1)C=O)=O N-(2-chloro-3-(4,4,5,5-tetramethyl-1,3,2-dioxaborolan-2-yl)phenyl)-5-formylpicolinamide